tert-Butyl 1-tert-butyl-7-oxo-1,4,6,7-tetrahydrospiro[indazole-5,4'-piperidine]-1'-carboxylate C(C)(C)(C)N1N=CC=2CC3(CCN(CC3)C(=O)OC(C)(C)C)CC(C12)=O